CN1C(CCC1C)=O 1,5-dimethylpyrrolidinone